N-(4-(3-amino-6-(1-isobutyrylpiperidin-4-yl)-1-methyl-1H-indazol-4-yl)phenyl)-2-oxo-2H-[1,2'-bipyridine]-3-carboxamide NC1=NN(C2=CC(=CC(=C12)C1=CC=C(C=C1)NC(=O)C=1C(N(C=CC1)C1=NC=CC=C1)=O)C1CCN(CC1)C(C(C)C)=O)C